(4-methyl-3-(trifluoromethyl)phenyl)octahydro-1H-pyrrolo[3,4-b]pyridine-3-carboxamide CC1=C(C=C(C=C1)N1C2C(CC(C1)C(=O)N)CNC2)C(F)(F)F